CN(C=1N=NC=CC1)[C@H]1C[C@H](NCC1)C N-methyl-N-[(2R,4R)-2-methylpiperidin-4-yl]Pyridazin-3-amine